C(C)(C)(C)OC(=O)N1C[C@H]([C@@H](CC1)NC1=NN2C(C=N1)=C(C=C2Br)F)O (3r,4r)-4-({7-bromo-5-fluoropyrrolo[2,1-f][1,2,4]triazin-2-yl}amino)-3-hydroxypiperidine-1-carboxylic acid tert-butyl ester